((3-(1,1,1,5,5,5-hexamethyl-3-((trimethylsilyl)oxy)trisiloxan-3-yl)propyl)amino)-N,N-dimethyl-6-oxo-N-(prop-2-yn-1-yl)hexan-1-aminium bromide [Br-].C[Si](O[Si](O[Si](C)(C)C)(O[Si](C)(C)C)CCCNC(CCCCC=O)[N+](CC#C)(C)C)(C)C